4-benzyloxy-5-((5-undecyl-2H-pyrrol-2-ylidene)methyl)-2,2'-bi-1H-pyrrole C(C1=CC=CC=C1)OC=1C=C(NC1C=C1N=C(C=C1)CCCCCCCCCCC)C=1NC=CC1